BrC1=CC=2N=C(N=C(C2N=C1)NC=1C(=C(C=CC1)C1=C(C(=CC=C1)C=1N=C(C(=NC1)CN1CCC(CC1)C(=O)OC)OC)Cl)C)C(F)F methyl 1-((5-(3'-((7-bromo-2-(difluoromethyl)pyrido[3,2-d]pyrimidin-4-yl)amino)-2-chloro-2'-methyl-[1,1'-biphenyl]-3-yl)-3-methoxypyrazin-2-yl)methyl)piperidine-4-carboxylate